6-Chlorothieno[2,3-b]pyridine-2-carboxylic acid ethyl ester C(C)OC(=O)C1=CC=2C(=NC(=CC2)Cl)S1